N-(2,4-dibromo-6-fluorophenyl)ethanethioamide BrC1=C(C(=CC(=C1)Br)F)NC(C)=S